C(C)(C)(C)OC(=O)N[C@H](C(=O)N[C@H](C(=O)N[C@@H](C(=O)N[C@@H](CC1=CC=C(C=C1)O)C(=O)O)CC1=CC=C(C=C1)C)CCCCNC(CCCCCCC)=O)CC1=CNC2=CC=CC=C12 ((R)-2-((S)-2-((S)-2-((tert-butoxycarbonyl)amino)-3-(1H-indol-3-yl)propanamido)-6-octanamidohexanamido)-3-(p-tolyl)propanoyl)-L-tyrosine